(1s,4s)-4-((2-((2-(1-(Cyclopropylsulfonyl)-1H-pyrazol-4-yl)-5-fluoropyrimidin-4-yl)amino)-5-(1-methyl-5-(trifluoromethyl)-1H-pyrazol-3-yl)pyridin-4-yl)amino)-1-methylcyclohexan-1-ol C1(CC1)S(=O)(=O)N1N=CC(=C1)C1=NC=C(C(=N1)NC1=NC=C(C(=C1)NC1CCC(CC1)(O)C)C1=NN(C(=C1)C(F)(F)F)C)F